C(C)(C)(C)N1N=C(C=C1C1=NC2=C(C(=NC(=C2)COC)C)N1)C1CC(CC1)=O 3-(1-(tert-butyl)-5-(6-(methoxymethyl)-4-methyl-3H-imidazo[4,5-c]pyridin-2-yl)-1H-pyrazol-3-yl)cyclopentan-1-one